COC(=O)C1N([C@H](C2=CC=CC=C2C1)C)NC1=NC(=NC=C1F)C1=CN(C2=NC=CC=C21)C2=C(C=CC=C2)C (S)-methyl-2-((5-fluoro-2-(1-tolyl-1H-pyrrolo[2,3-b]pyridin-3-yl)pyrimidin-4-yl)amino)-1,2,3,4-tetrahydroisoquinoline-3-carboxylic acid methyl ester